C(#N)C1=CNC2=C(C=CC(=C12)C)NS(=O)(=O)C=1C=NN(C1)CC N-(3-cyano-4-methyl-1H-indol-7-yl)-1-ethyl-pyrazole-4-sulfonamide